tert-butyl (4-(4-(((3R,4R)-1-(2-cyanoacetyl)-4-methylpiperidin-3-yl)(methyl)amino)-7H-pyrrolo[2,3-d]pyrimidine-7-carboxamido)phenethyl)(methyl)carbamate C(#N)CC(=O)N1C[C@@H]([C@@H](CC1)C)N(C=1C2=C(N=CN1)N(C=C2)C(=O)NC2=CC=C(CCN(C(OC(C)(C)C)=O)C)C=C2)C